CC1(C2C=CC(C1)C2)C 5,5-dimethylbicyclo[2.2.1]hept-2-ene